(E)-3-(3-ethoxy-3-oxoprop-1-en-1-yl)-3-fluoroazetidine-1-carboxylic acid tert-butyl ester C(C)(C)(C)OC(=O)N1CC(C1)(F)\C=C\C(=O)OCC